FC=1C=C(C#N)C=C(C1)OC1=CC=C2C(C([C@@]3(CC[C@H](C1=C32)C)O)(F)F)(F)F 3-fluoro-5-(((6R,8aS)-1,1,2,2-tetrafluoro-8a-hydroxy-6-methyl-1,2,6,7,8,8a-hexahydro-acenaphthylen-5-yl)oxy)-benzonitrile